FC=1C(=CC2=C(N(C=N2)C2=CC=C(C(=N2)N2N=C(C=C2C)C#N)C(C)O)C1)NC=1SC(=NN1)C 1-[6-[6-fluoro-5-[(5-methyl-1,3,4-thiadiazol-2-yl)amino]benzimidazol-1-yl]-3-(1-hydroxyethyl)-2-pyridinyl]-5-methyl-pyrazole-3-carbonitrile